CC1=C(C=CC=C1C)N1CCN(CC1)C(CN1N=C(C2=C1CCC2)C(=O)N2CCN(CC2)C(C(C)(C)O)=O)=O 1-[4-(1-{2-[4-(2,3-dimethylphenyl)piperazin-1-yl]-2-oxoethyl}-1,4,5,6-tetrahydrocyclopenta[c]pyrazole-3-carbonyl)piperazin-1-yl]-2-hydroxy-2-methylpropan-1-one